FC1=C(C=C(C(=C1)F)C(F)(F)F)[N+](=O)[O-] 1,5-difluoro-2-nitro-4-(trifluoromethyl)benzene